5-methyl-N-[(9R)-3-cyclopropyl-5-(2-methylpropylsulfamoyl)-8,9-dihydro-7H-cyclopenta[H]isoquinolin-9-yl]-1H-pyrazole-3-carboxamide CC1=CC(=NN1)C(=O)N[C@@H]1CCC2=CC(=C3C=C(N=CC3=C21)C2CC2)S(NCC(C)C)(=O)=O